C(C)S(=O)(=O)C=1C(=C2C=CNC2=C(C1)C)CN1N=C2C=C(C=CC2=C1)C#N 2-((5-(ethylsulfonyl)-7-methyl-1H-indol-4-yl)methyl)-2H-indazole-6-carbonitrile